FC1=C(OC2=NC=CC(=N2)C(F)(F)F)C=CC(=C1)B1OC(C(O1)(C)C)(C)C 2-(2-fluoro-4-(4,4,5,5-tetramethyl-1,3,2-dioxaborolan-2-yl)phenoxy)-4-(trifluoromethyl)pyrimidine